CC[C@]1(C[C@@H](C2=C(C1)C(=C3C(=C2O)C(=O)C4=C(C3=O)C=CC=C4OC)O)O[C@H]5C[C@@H]([C@@H]([C@@H](O5)C)O)N)O The molecule is an aminoglycoside antibiotic that is (1S,3S)-3-ethyl-3,5,12-trihydroxy-10-methoxy-6,11-dioxo-1,2,3,4,6,11-hexahydrotetracene having a 3-amino-2,3,6-trideoxy-alpha-L-lyxo-hexopyranosyl residue attached at position 1 via a glycosidic linkage. It is an aminoglycoside antibiotic, an anthracycline, a deoxy hexoside, a monosaccharide derivative and a member of p-quinones. It is a conjugate acid of a 13-deoxydaunorubicin(1+). It derives from a hydride of a tetracene.